S(=O)(=O)([O-])OOS(=O)(=O)[O-].[Ru+3].[Na+].S(=O)(=O)([O-])OOS(=O)(=O)[O-] sodium ruthenium persulfate